C1(CC1)C(C)(O)C1=C(C=CC(=N1)N1N(C(C=2C1=NC(=NC2)NC2=CC=C1CCNCC1=C2)=O)C(C)C)F 1-(6-(1-cyclopropyl-1-hydroxyethyl)-5-fluoropyridin-2-yl)-2-isopropyl-6-((1,2,3,4-tetrahydroisoquinolin-7-yl)amino)-1,2-dihydro-3H-pyrazolo[3,4-d]pyrimidin-3-one